BrC=1C=C2CC(CC2=CC1)NC1=NC=C(C=N1)C(C(F)(F)F)N(C(=O)C1CCS(CC1)(=O)=O)C N-(1-(2-((5-Bromo-2,3-dihydro-1H-inden-2-yl)amino)pyrimidin-5-yl)-2,2,2-trifluoroethyl)-N-methyltetrahydro-2H-thiopyran-4-carboxamide 1,1-dioxide